6-bromo-2-(difluoromethoxy)-4-methyl-nicotinaldehyde BrC1=NC(=C(C=O)C(=C1)C)OC(F)F